tert-butyl-9-bromo-10-chloro-7-((2-isopropylphenyl)amino)-6-oxo-3,4,12,12a-tetrahydro-6H-benzo-[f]pyrazino[2,1-c][1,4]oxazepine C(C)(C)(C)C1=NCCN2C1COC1=C(C2=O)C(=CC(=C1Cl)Br)NC1=C(C=CC=C1)C(C)C